3,6-dimethyl-2,4-heptanediol benzoate phenylglyoxylate C1(=CC=CC=C1)C(C(=O)OC(C(C(C)OC(C1=CC=CC=C1)=O)C)CC(C)C)=O